[Sb](=O)=O antimony(IV) oxide